(3S)-3-[tert-butyl-(dimethyl)silyl]oxypyrrolidin-2-one C(C)(C)(C)[Si](O[C@@H]1C(NCC1)=O)(C)C